europium-aluminum [Al].[Eu]